C(#N)C1=C(C=CC=C1)SC=1C=2N(C=C(C1)C=1C=NN(C1)C1CCC(CC1)(C)O)N=CC2C#N 4-((2-cyanophenyl)thio)-6-(1-((1s,4s)-4-hydroxy-4-methylcyclohexyl)-1H-pyrazol-4-yl)pyrazolo[1,5-a]pyridine-3-carbonitrile